[2,4-bis(1,1-dimethylethyl)-5-hydroxyphenyl]-1,4-dihydro-4-oxoquinoline-3-carboxamide CC(C)(C)C1=C(C=C(C(=C1)C(C)(C)C)O)N1C=C(C(C2=CC=CC=C12)=O)C(=O)N